C(#N)C(C(=O)NC=1OC=C(C1C#N)NC)=C(C=1C=NC=CC1)O 2-cyano-N-(3-cyano-4-(methylamino)furan-2-yl)-3-hydroxy-3-(pyridine-3-yl)acrylamide